BrC1=CC=C2C(NC(N(C2=C1)C1=C(C=CC=C1)Cl)=O)=O 7-bromo-1-(2-chlorophenyl)quinazoline-2,4(1H,3H)-dione